NC1=C(C=C(C(=O)OC)C=C1)NC[C@H]1OCCC1 methyl 4-amino-3-[[(2S)-tetrahydrofuran-2-yl]methylamino]benzoate